biuret isocyanate [N-]=C=O.NC(=O)NC(=O)N